(S)-1-(7-ethoxy-4-(1-isopropyl-3-phenyl-1H-pyrazol-4-yl)quinazolin-6-yl)ethan-1-ol C(C)OC1=C(C=C2C(=NC=NC2=C1)C=1C(=NN(C1)C(C)C)C1=CC=CC=C1)[C@H](C)O